CN(C=1C=C2CN(C(C2=CC1)=O)C1C(NC(CC1)=O)=O)[C@H]1CC=CC[C@@H]1NC 3-(5-(methyl((1S,6S)-6-(methylamino)cyclohex-3-en-1-yl)amino)-1-oxoisoindolin-2-yl)piperidine-2,6-dione